Acryloxytrimethylsilane tert-butyl-4-[6-[2-cyano-3-[[ethyl(methyl)sulfamoyl]amino]-6-fluoro-phenoxy]-4-oxo-quinazolin-3-yl]-1-oxa-9-azaspiro[5.5]undecane-9-carboxylate C(C)(C)(C)OC(=O)N1CCC2(CC(CCO2)N2C=NC3=CC=C(C=C3C2=O)OC2=C(C(=CC=C2F)NS(N(C)CC)(=O)=O)C#N)CC1.C(C=C)(=O)O[Si](C)(C)C